1-METHYL-3-CYCLOPROPYL-1H-PYRAZOLE-5-BORONIC ACID CN1N=C(C=C1B(O)O)C1CC1